(3S,4S)-3,4-dihydroxy-5-(2-chlorophenyl)pentyl pivalate C(C(C)(C)C)(=O)OCC[C@@H]([C@H](CC1=C(C=CC=C1)Cl)O)O